3-ethyl-5-(3-octyl-2-benzothiazolinylidene)-rhodanine C(C)N1C(SC(C1=O)=C1SC2=C(N1CCCCCCCC)C=CC=C2)=S